tert-butyl 2-[(4-methoxybenzyl) amino]-4-methylnicotinate COC1=CC=C(CNC2=C(C(=O)OC(C)(C)C)C(=CC=N2)C)C=C1